CN1C(N(C2=C1C=C(C=C2)CCC2CCNCC2)C2CNCCC2)=O 3-[3-methyl-2-oxo-5-[2-(4-piperidyl)ethyl]benzimidazol-1-yl]piperidine